(S)-N-(chroman-4-yl)-2-(5-(trifluoro-methyl)pyridin-3-yl)benzo[d]thiazole-6-carboxamide O1CC[C@@H](C2=CC=CC=C12)NC(=O)C1=CC2=C(N=C(S2)C=2C=NC=C(C2)C(F)(F)F)C=C1